OCCNC1=CC(=NC(=N1)C1=NC=CC=C1)NCCC(=O)O N-[6-[(2-hydroxyethyl)amino]-2-(2-pyridinyl)-4-pyrimidinyl]-β-alanine